FC1(CC(C1)C1=NC=C(C(=N1)C1CCC(CC1)C(F)(F)F)B(O)O)F [2-(3,3-difluorocyclobutyl)-4-[4-(trifluoromethyl)cyclohexyl]pyrimidin-5-yl]boronic acid